5-[(2-Ethyl-phenoxymethylthio)methyl]-1,3,4-oxadiazole-2(3H)-thione C(C)C1=C(OCSCC2=NNC(O2)=S)C=CC=C1